2-({7-amino-4-[3-(4-methylthiophen-2-yl)-1H-indazol-5-yl]-1-oxo-2,3-dihydro-1H-isoindol-2-yl}methyl)prop-2-enamide NC=1C=CC(=C2CN(C(C12)=O)CC(C(=O)N)=C)C=1C=C2C(=NNC2=CC1)C=1SC=C(C1)C